7-(di-p-tolylamino)-9,9-dimethyl-9H-fluoren-3-ol C1(=CC=C(C=C1)N(C1=CC=C2C=3C=C(C=CC3C(C2=C1)(C)C)O)C1=CC=C(C=C1)C)C